BrC=1C=C2[C@H](CCN(C2=CC1)C(=O)OC(C)(C)C)C tert-butyl (4S)-6-bromo-4-methyl-1,2,3,4-tetrahydroquinoline-1-carboxylate